4-(4-chloromethylphenyl)-oxan-2-one ClCC1=CC=C(C=C1)C1CC(OCC1)=O